COC(=O)[C@]12CCCN2[C@@H]([C@@H](C1)C(=O)OC(C)(C)C)COS(=O)(=O)C1=CC=C(C)C=C1 (2r,3s,7as)-3-((tosyloxy)methyl)tetrahydro-1H-pyrrolizine-2,7a(5H)-dicarboxylic acid 2-(tert-butyl) 7a-methyl ester